ClC=1C=C(C=NC1)CNC(=O)C1CCN(CC1)C=1SC2=C(N1)C=CC(=C2)C(=O)O 2-(4-((5-chloropyridin-3-yl)methylcarbamoyl)piperidin-1-yl)benzo[d]thiazole-6-carboxylic acid